ClC1=CC2=C(N=N1)CN(CC2)C(=O)NC2CC2 3-chloro-N-cyclopropyl-5,8-dihydropyrido[3,4-c]pyridazine-7(6H)-carboxamide